BrC=1C(=NN2C1CN(CC2)C(=O)OC(C)(C)C)NC2=CC=C(C=C2)C(F)(F)F.[Ar] argon tert-butyl 3-bromo-2-[4-(trifluoromethyl)anilino]-6,7-dihydropyrazolo[1,5-a]pyrazine-5(4H)-carboxylate